FC1=CC(=C(C=C1C=1C=NC(=NC1)N1[C@@H](COCC1)C)NC(=O)C1=CN(C(C=C1C(F)(F)F)=O)C)N1C[C@H](N(CC1)C)C |r| N-[4-fluoro-2-[rac-(3R)-3,4-dimethylpiperazin-1-yl]-5-[2-[rac-(3R)-3-methylmorpholin-4-yl]pyrimidin-5-yl]phenyl]-1-methyl-6-oxo-4-(trifluoromethyl)pyridine-3-carboxamide